C(C)(C)C1=C(N=NC=C1)O[C@H]1C[C@H](CC1)C1=CC(=NN1)NC(CC1=CC(=NO1)C)=O N-(5-(cis-3-((4-isopropylpyridazin-3-yl)oxy)cyclopentyl)-1H-pyrazol-3-yl)-2-(3-methylisoxazol-5-yl)acetamide